OCC1=CC=C(C=C1)OC(CCC)=O [4-(Hydroxymethyl)phenyl]butyrate